(R)-4-(1H-indol-3-yl)-6-(pyrrolidin-3-ylamino)-1,7-naphthyridine-3-carbonitrile N1C=C(C2=CC=CC=C12)C1=C(C=NC2=CN=C(C=C12)N[C@H]1CNCC1)C#N